tert-butyl 14-[(4-{[1-tert-butyl-4-cyano-3-(4-nitrophenyl)-1H-pyrazol-5-yl]amino} pyridin-2-yl)oxy]-3,6,9,12-tetraoxatetradecanoate C(C)(C)(C)N1N=C(C(=C1NC1=CC(=NC=C1)OCCOCCOCCOCCOCC(=O)OC(C)(C)C)C#N)C1=CC=C(C=C1)[N+](=O)[O-]